C(C)(C)(C)OC(NC1=NC=CC2=CC=C(C=C12)N1N=C(C=C1C(NC1=C(C=CC(=C1)C(CCC1CC1)N1C(C=NC=C1)=O)F)=O)C(F)(F)F)=O 7-(5-(5-(3-cyclopropyl-1-(2-oxopyrazin-1(2H)-yl)propyl)-2-fluorophenylcarbamoyl)-3-(trifluoromethyl)-1H-pyrazol-1-yl)isoquinolin-1-ylcarbamic acid tert-butyl ester